C(C=C)(=O)OCCCCCCC[Si](I)(I)I acryloxyheptyl-triiodosilane